[(dimethylamino)(methylimino)methyl]-N,N,N',N'-tetramethyl-guanidine CN(C)C(=NC)N=C(N(C)C)N(C)C